5-(4-nitrophenyl)-2-methylpyrazolo[1,5-a]pyrimidine-7-ol sodium [Na].[N+](=O)([O-])C1=CC=C(C=C1)C1=NC=2N(C(=C1)O)N=C(C2)C